11-ethyl-3-(piperazine-1-carbonyl)pyrano[2,3-b]phenothiazine C(C)N1C2=CC=CC=C2SC=2C=C3C(=CC12)OCC(=C3)C(=O)N3CCNCC3